OC(C(=O)OCC#CC(C)=O)C 4-oxopent-2-yn-1-yl 2-hydroxypropanoate